(S)-2-methyl-N-[(1R)-1-[3-(2-cyclopropyl-4-pyridinyl)-1,2,4-thiadiazol-5-yl]ethyl]propane-2-sulfinamide CC(C)(C)[S@](=O)N[C@H](C)C1=NC(=NS1)C1=CC(=NC=C1)C1CC1